C(C)(C)(C)N1C(=NC2=C1C=C(C=C2F)C#N)NC(=O)[C@@H]2C(C2)(C)C (S)-N-(1-(tert-butyl)-6-cyano-4-fluoro-1H-benzo[d]imidazol-2-yl)-2,2-dimethylcyclopropane-1-carboxamide